O1C=C(C2=C1C=CC=C2)C2=NN(C1=C2C=NC(=C1)C#N)CC(F)F 3-(benzofuran-3-yl)-1-(2,2-difluoroethyl)pyrazolo[4,3-c]Pyridine-6-carbonitrile